FC1=CC=C(C=C1)C1=CN=C(S1)NC1=CC2=C(C=N1)N=CN2CCNC(=O)[C@H]2N(C[C@@H](C2)O)C(=O)OC(C)(C)C tert-butyl (2S,4R)-2-[2-[6-[[5-(4-fluorophenyl)thiazol-2-yl]amino]imidazo[4,5-c]pyridin-1-yl]ethylcarbamoyl]-4-hydroxy-pyrrolidine-1-carboxylate